2-(benzylthio)-9H-purin-6-amine C(C1=CC=CC=C1)SC1=NC(=C2N=CNC2=N1)N